(dl)-N-t-butylmaleimide C(C)(C)(C)N1C(C=CC1=O)=O